N1=CC(=CC=C1)C(=O)OCCC#C 3-pyridinecarboxylic acid, 3-butynyl ester